(1R,3S)-3-(5-amino-1-(tert-butyl)-1H-pyrazol-3-yl)cyclopentan-1-ol NC1=CC(=NN1C(C)(C)C)[C@@H]1C[C@@H](CC1)O